3-chloro-N-(3-chlorophenyl)benzenesulfonamide ClC=1C=C(C=CC1)S(=O)(=O)NC1=CC(=CC=C1)Cl